(3S)-8-(2-tert-butylpyrimidin-5-yl)-3-(hydroxymethyl)-6-oxo-2H,3H,4H,6H-pyrimido[2,1-b][1,3]thiazine-7-carbonitrile C(C)(C)(C)C1=NC=C(C=N1)C=1N=C2SC[C@@H](CN2C(C1C#N)=O)CO